ClC1=C(C=C(C(=C1)F)C1=NC=NC2=CC(=CC=C12)N1CCOCC1)[C@H](O)C=1N=NC(=CC1)OC (s)-(2-chloro-4-fluoro-5-(7-morpholinoquinazolin-4-yl)phenyl)(6-methoxypyridazin-3-yl)methanol